C(C)(C)(C)C=1C=C(C=CC1)[C@H](C)NC(=O)C1=CC=C2C(=C(N(C2=C1)C)C)CC=1C=C(OC(C(=O)O)CC)C=CC1 2-(3-((6-(((S)-1-(3-(tert-butyl)phenyl)ethyl)carbamoyl)-1,2-dimethyl-1H-indol-3-yl)methyl)phenoxy)butanoic acid